C[C@@H]1N(C2=CC=CC=C2[C@@H](C1)NC1=CC=C(C(=O)N2CC(C2)C(=O)O)C=C1)C(CC)=O 1-(4-(((2s,4r)-2-methyl-1-propionyl-1,2,3,4-tetrahydroquinolin-4-yl)amino)benzoyl)azetidine-3-carboxylic acid